ClCCC(CCCl)C1=CC=CC=C1 (1,5-dichloropentan-3-yl)benzene